Natrium Azide [N-]=[N+]=[N-].[Na+]